lauramid C(CCCCCCCCCCC)(=O)N